3-cyclopropyl-1-(tetrahydro-2H-pyran-2-yl)-5-(((tetrahydro-2H-pyran-2-yl)oxy)methyl)-1H-pyrazole C1(CC1)C1=NN(C(=C1)COC1OCCCC1)C1OCCCC1